4-((2-fluoro-4-formylphenyl)thio)piperidine-1-carboxylic acid tert-butyl ester C(C)(C)(C)OC(=O)N1CCC(CC1)SC1=C(C=C(C=C1)C=O)F